O=C1NC(CC[C@@H]1NC(C1=NC=C(C=C1)N1CCNCC1)=O)=O (S)-N-(2,6-dioxopiperidin-3-yl)-5-(piperazin-1-yl)picolinamide